1-[4-(bromomethyl)phenyl]Ethanone BrCC1=CC=C(C=C1)C(C)=O